tert-Butyl (S)-3-((7-cyano-3-fluoro-8-hydroxy-1,5-naphthyridin-2-yl)oxy)pyrrolidine-1-carboxylate C(#N)C1=CN=C2C=C(C(=NC2=C1O)O[C@@H]1CN(CC1)C(=O)OC(C)(C)C)F